C(#N)[C@H](C[C@H]1C(NCCC1)=O)NC(=O)[C@H]1N([C@@H]2CC([C@H]1CC2)(F)F)C([C@H](C(C)(C)C)NC(C(F)(F)F)=O)=O (1S,3S,4S)-N-[(1S)-1-cyano-2-[(3S)-2-oxo-3-piperidyl]ethyl]-2-[(2S)-3,3-dimethyl-2-[(2,2,2-trifluoroacetyl)amino]butanoyl]-5,5-difluoro-2-azabicyclo[2.2.2]octane-3-carboxamide